COC([C@H](C)N=P(=O)OC1=C(C=CC=C1)OC[C@H]1O[C@H]([C@]([C@@H]1O)(C)F)N1C2=NC(=NC(=C2N=C1)N1CCC1)N)=O (S)-2-{[(2r,3r,4r,5r)-5-(2-amino-6-azetidin-1-yl-purin-9-yl)-4-fluoro-3-hydroxy-4-methyl-tetrahydro-furan-2-ylmethoxy]-phenoxy-phosphorylamino}-propionic acid methyl ester